4-((3-(2-aminoethoxy)phenoxy)methyl)heptan-4-ol NCCOC=1C=C(OCC(CCC)(CCC)O)C=CC1